FC=1C=CC=2C3=C(N=NC2C1)N(C(N3C3CCOCC3)=O)C 7-fluoro-3-methyl-1-(tetrahydro-2H-pyran-4-yl)-1,3-dihydro-2H-imidazo[4,5-c]cinnolin-2-one